N-(1-(2-(3,4-dimethoxyphenyl)-3-isopropyl-1H-indol-5-yl)piperidin-4-yl)-1,2,2,6,6-pentamethylpiperidin-4-amine COC=1C=C(C=CC1OC)C=1NC2=CC=C(C=C2C1C(C)C)N1CCC(CC1)NC1CC(N(C(C1)(C)C)C)(C)C